C(C)(C)(C)OC(=O)N1CCC(CC1)(C(=O)O)F ((tert-butoxy)carbonyl)-4-fluoropiperidine-4-carboxylic acid